(S)-N-(4-((3-((6-(2-amino-3-(thiazol-4-yl)propanamido)hexyl)oxy)phenyl)carbamoyl)benzyl)-N-cyclopropyl-3-oxo-3,4-dihydro-2H-benzo[b][1,4]oxazine-7-carboxamide 2,2,2-trifluoroacetate FC(C(=O)O)(F)F.N[C@H](C(=O)NCCCCCCOC=1C=C(C=CC1)NC(=O)C1=CC=C(CN(C(=O)C=2C=CC3=C(OCC(N3)=O)C2)C2CC2)C=C1)CC=1N=CSC1